COC1=C(C(=C(C=C1)C=1CCOCC1)[N+](=O)[O-])[N+](=O)[O-] 4-(4-methoxy-2,3-dinitro-phenyl)-3,6-dihydro-2H-pyran